COC1=C(C=2OCC3CC3C2C=C1)S(=O)(=O)Cl 9-methoxy-6-oxatricyclo[5.4.0.0^{2,4}]undecane-1(7),8,10-triene-8-sulfonyl chloride